ClC=1C=NNC1C(=O)[O-] 4-chloro-1H-pyrazole-5-carboxylate